C(C(C)(C)C)(=O)O.C(C(C)O)O propylene glycol neopentanoate